CN(C)C12C3C=CCC3C(CC1)C2 N,N-dimethylaminotricyclo[5.2.1.02,6]dec-3-ene